5-(4-(((5-(2-fluoropyridin-4-yl)thiazolo[5,4-b]pyridin-2-yl)oxy)methyl)piperidin-1-yl)-3-isopropyl-1,2,4-oxadiazol FC1=NC=CC(=C1)C1=CC=C2C(=N1)SC(=N2)OCC2CCN(CC2)C2=NC(=NO2)C(C)C